vinyl caprinate C(CCCCCCCCC)(=O)OC=C